ClCCC(=O)NC=1C=C(C(=NC1)C)NC(=O)C=1C=NN2C1SC(=C2)C=2C=NN(C2)C N-(5-(3-chloropropanamido)-2-methylpyridin-3-yl)-2-(1-methyl-1H-pyrazol-4-yl)pyrazolo[5,1-b]thiazole-7-carboxamide